BrC=1C(=NC=CC1)SC1=CC=C(C=C1)F 3-bromo-2-((4-fluorophenyl)thio)pyridine